heptene-sulfonic acid C(=CCCCCC)S(=O)(=O)O